CN1C=C(C=C(C1=O)C)C=1C=CC(=NC1CC)N1CCN(CC1)CC1=CC=C(C=C1)N1CCN(CC1)C(=O)OC(C)(C)C tert-butyl 4-[4-[[4-[5-(1,5-dimethyl-6-oxo-3-pyridyl)-6-ethyl-2-pyridyl]piperazin-1-yl]methyl]phenyl]piperazine-1-carboxylate